C(C1=CC=CC=C1)N1CC(SCC1)(C)C 4-benzyl-2,2-dimethyl-thiomorpholine